(S)-3-(1-(2-Acetaminopyrimidin-5-yl)pyrrolidin-3-yl)-4-methyl-N-(5-(trifluoromethyl)pyridin-3-yl)benzamide N(C(=O)C)C1=NC=C(C=N1)N1C[C@@H](CC1)C=1C=C(C(=O)NC=2C=NC=C(C2)C(F)(F)F)C=CC1C